CN1CCC(CC1)COC1=CC=C(C=N1)CN (6-((1-methylpiperidin-4-yl)methoxy)pyridin-3-yl)methylamine